OC=1C=C2CCN(C(C2=CC1)=O)CC1CC1 6-hydroxy-2-(cyclopropylmethyl)-3,4-dihydroisoquinolin-1(2H)-one